(Z)-3-(1-cyano-2-(4-methoxypyridin-3-yl)vinyl)-1H-indol-5-yl 1H-imidazole-1-sulfonate N1(C=NC=C1)S(=O)(=O)OC=1C=C2C(=CNC2=CC1)/C(=C/C=1C=NC=CC1OC)/C#N